The molecule is a monocarboxylic acid anion resulting from the removal of a proton from the carboxy group of beta-D-4-deoxy-Delta(4)-GlcpA-(1->3)-beta-D-GalpNAc. It is a monocarboxylic acid anion and a carbohydrate acid derivative anion. It is a conjugate base of a beta-D-4-deoxy-Delta(4)-GlcpA-(1->3)-beta-D-GalpNAc. CC(=O)N[C@@H]1[C@H]([C@H]([C@H](O[C@H]1O)CO)O)O[C@H]2[C@@H]([C@H](C=C(O2)C(=O)[O-])O)O